ClC1=CC(=C(C=C1C)S(=O)(=O)NC=1C=C2C(N(C(C2=CC1)=O)C1C(NC(CC1)=O)=O)=O)C 4-chloro-N-(2-(2,6-dioxopiperidin-3-yl)-1,3-dioxoisoindolin-5-yl)-2,5-dimethylbenzenesulfonamide